FC1=CC=C2C(=CC=NC2=C1)C1=C(N=CN1C)C1=C(C=C(CNCCCN)C=C1C)C N1-(4-(5-(7-fluoroquinolin-4-yl)-1-methyl-1H-imidazol-4-yl)-3,5-dimethylbenzyl)propane-1,3-diamine